4-amino-7-(tert-butyl)-N-(5-(methoxymethyl)pyridin-2-yl)-7H-pyrrolo[2,3-d]pyrimidine-5-carboxamide NC=1C2=C(N=CN1)N(C=C2C(=O)NC2=NC=C(C=C2)COC)C(C)(C)C